1-(3-cyanophenyl)-N-(5-fluoro-1,2,3,4-tetrahydroisoquinolin-6-yl)-3-(trifluoromethyl)-1H-pyrazole-5-carboxamide C(#N)C=1C=C(C=CC1)N1N=C(C=C1C(=O)NC=1C(=C2CCNCC2=CC1)F)C(F)(F)F